methyl (2R)-2-[(5-chloro-3-nitropyridin-2-yl)oxy]propanoate ClC=1C=C(C(=NC1)O[C@@H](C(=O)OC)C)[N+](=O)[O-]